C1(C=2C(C(N1C(C(=O)O)CCC)=O)=CC=CC2)=O phthalimidopentanoic acid